CC1=CC=C(C=C1)S(=O)(=O)OC1=CC=C(C=C1)Cl 4-Chlorophenyl 4-methylbenzenesulfonate